tetra-aminophenyl-methane NC=1C(=C(C(=C(C1)C)N)N)N